3-ethyl-7-hydroxy-4,8-dimethyl-coumarin C(C)C=1C(OC2=C(C(=CC=C2C1C)O)C)=O